(4-fluorobicyclo[2.2.1]heptan-1-yl)((2S,5S)-9-(3-(3-fluorooxetan-3-yl)prop-1-yn-1-yl)-2,3-dihydro-2,5-methanopyrido[3,4-f][1,4]oxazepin-4(5H)-yl)methanone FC12CCC(CC1)(C2)C(=O)N2C[C@H]1OC3=C([C@@H]2C1)C=NC=C3C#CCC3(COC3)F